C(C=C)(=O)OCCC1(COC1)CC 3-(acryloyloxyethyl)-3-ethyloxetane